ClC=1C=C2C=C(NC2=CC1C1=NC=C(N=C1)OC)CNC(C(C)OC(F)F)=O N-{[5-chloro-6-(5-methoxy-2-pyrazinyl)-2-indolyl]methyl}2-difluoromethoxypropionamide